1-(4-(3-(3-fluorophenyl)-2-(hydroxymethyl)-1H-pyrrolo[2,3-b]pyridin-5-yl)benzyl)piperidin-3-ol FC=1C=C(C=CC1)C1=C(NC2=NC=C(C=C21)C2=CC=C(CN1CC(CCC1)O)C=C2)CO